FC(C(=O)O)(F)F.FC(C(=O)O)(F)F.C(N)(=N)N1CC(C1)(C(=O)N)C1=NC(=NC2=C(C(=C(C=C12)Cl)C1=CC(=CC2=CC=CC=C12)O)F)N1CC(C1)N(C)C (R or S)-1-Carbamimidoyl-3-(6-chloro-2-(3-(dimethylamino)azetidin-1-yl)-8-fluoro-7-(3-hydroxynaphthalen-1-yl)quinazolin-4-yl)azetidin-3-carboxamide ditrifluoroacetate